COC1=C(C=CC=C1)C1=CC(=NC=C1C(=O)NC=1SC2=C(N1)CN(C2)C(=O)C2=NN(C=N2)C)C 4-(2-methoxyphenyl)-6-methyl-N-(5-(1-methyl-1H-1,2,4-triazole-3-carbonyl)-5,6-dihydro-4H-pyrrolo[3,4-d]thiazol-2-yl)nicotinamide